C(#N)CCCCOC(C(C)(C)C1=CC(=C2[C@H]3[C@@H](C(OC2=C1)(C)C)CC=C(C3)C)O)=O.C(=C)OC(=O)SCCC[Si](O[Si](C)(C)C)(O[Si](C)(C)C)O[Si](C)(C)C 3-(vinyloxycarbonylthio)propyl-tris(trimethyl-siloxy)silane 4-cyanobutyl-2-((6aS,10aR)-6a,7,10,10a-tetrahydro-1-hydroxy-6,6,9-trimethyl-6H-benzo[c]chromen-3-yl)-2-methylpropanoate